5-((4-chloro-5-((2'-chloro-4''-(2,2-diethoxyethoxy)-2-methyl-[1,1':3',1''-terphenyl]-3-yl)methoxy)-2-formylphenoxy)methyl)nicotinonitrile ClC1=CC(=C(OCC=2C=NC=C(C#N)C2)C=C1OCC=1C(=C(C=CC1)C1=C(C(=CC=C1)C1=CC=C(C=C1)OCC(OCC)OCC)Cl)C)C=O